4-phenyl-picolinaldehyde C1(=CC=CC=C1)C1=CC(=NC=C1)C=O